N-[(R)-(4,5-dichloro-2-hydroxyphenyl)[1-(3-hydroxyazetidine-1-carbonyl)piperidin-4-yl]methyl]-2-methylpropane-2-sulfinamide ClC1=CC(=C(C=C1Cl)[C@H](NS(=O)C(C)(C)C)C1CCN(CC1)C(=O)N1CC(C1)O)O